NC1=CC=C(CC2=C(N)C=CC(=C2)CC2=CC=C(C=C2)N)C=C1 2,4-bis(4-aminobenzyl)aniline